(R)-3-(3-chloro-4-fluorophenyl)-1-(1-(1-oxo-1,2-dihydroisoquinolin-4-yl)ethyl)-1-(pyrimidin-4-ylmethyl)urea ClC=1C=C(C=CC1F)NC(N(CC1=NC=NC=C1)[C@H](C)C1=CNC(C2=CC=CC=C12)=O)=O